CC=1N=C(OC1C(=O)O)C([2H])([2H])[2H] 4-methyl-2-(methyl-d3)oxazole-5-carboxylic acid